(2,3-diaminophenyl)methanol tert-butyl-2-(2-(2-isopropylphenyl)-6-oxo-4-(3,4,5-trimethoxybenzyl)piperazin-1-yl)-7-azaspiro[3.5]nonane-7-carboxylate C(C)(C)(C)C1C(CC12CCN(CC2)C(=O)OCC2=C(C(=CC=C2)N)N)N2C(CN(CC2=O)CC2=CC(=C(C(=C2)OC)OC)OC)C2=C(C=CC=C2)C(C)C